monobutyl-(2-butoxy-2-oxoacetic acid) oxalate C(C(=O)O)(=O)O.C(CCC)CCCCOC(C(=O)O)=O